C(=O)(OC(C)(C)C)N[C@@H]1CC[C@@H](CC1)CO Cis-N-boc-4-(hydroxymethyl)cyclohexanamine